(2R)-2-{[(1,2,3,5,6,7-hexahydro-s-indacen-4-yl)carbamoyl]Oxy}-3-methoxypropionic acid (2R)-2-{[(1,2,3,5,6,7-hexahydro-s-indacen-4-yl)carbamoyl]Benzyl-oxy}-3-methoxypropionate C1CCC2=C(C=3CCCC3C=C12)NC(=O)C(C1=CC=CC=C1)O[C@@H](C(=O)O)COC.C1CCC2=C(C=3CCCC3C=C12)NC(=O)O[C@@H](C(=O)O)COC